ClC=1C(=C(C#N)C=C(C1)C1=CC=CC2=CC(=CC=C12)OCC1=NC(=NC=C1)Cl)OCCCl 3-chloro-2-(2-chloroethoxy)-5-(6-((2-chloropyrimidin-4-yl)methoxy)naphthalen-1-yl)benzonitrile